benzyl-N-ethyl-6-methyl-4-[(1-methylcyclopropyl)amino]furo[2,3-d]pyrimidine-5-carboxamide C(C1=CC=CC=C1)C=1N=C(C2=C(N1)OC(=C2C(=O)NCC)C)NC2(CC2)C